C(CCCC)C1C=CCCC1 4-pentyl-2-cyclohexen